ClC=1C=CC2=C([C@@H](C[C@@H](O2)C(=O)NC23CC(C2)(C3)N3N=CC(=C3)N([C@@H](COC(F)(F)F)C)C)O)C1 (2R,4R)-6-chloro-4-hydroxy-N-[3-(4-{methyl[(2R)-1-(trifluoromethoxy)propan-2-yl]amino}-1H-pyrazol-1-yl)bicyclo[1.1.1]pentan-1-yl]-3,4-dihydro-2H-1-benzopyran-2-carboxamide